ClC1=CC=CC(=N1)CNN1C2=NC(=NC=C2N=C1)C=1C=NC=CC1 (((6-chloropyridin-2-yl)methyl)amino)-2-(pyridin-3-yl)-9H-purine